4-(mercaptomethyl)-2,6-pyridinedicarboxylic acid SCC1=CC(=NC(=C1)C(=O)O)C(=O)O